ClC1=C(C=CC=C1)CS(=O)(=O)NC1=C(C=C(C=C1)N1C2=C(NC(CC1=O)=O)C1=CC=CC=C1C=C2)OC 1-(2-chlorophenyl)-N-[4-(2,4-dioxo-1,2,3,4-tetrahydronaphtho[1,2-b][1,4]diazepine-5-yl)-2-methoxyphenyl]methanesulfonamide